4-(methyl-(8-methoxyquinolin-3-yl)amino)piperidine-1-carboxylic acid tert-butyl ester C(C)(C)(C)OC(=O)N1CCC(CC1)N(C=1C=NC2=C(C=CC=C2C1)OC)C